4-[2-(4-trifluoromethylbenzoyl)-2,3,4,9-tetrahydro-1H-beta-carbolin-9-ylmethyl]-benzoic acid methyl ester COC(C1=CC=C(C=C1)CN1C2=CC=CC=C2C=2CCN(CC12)C(C1=CC=C(C=C1)C(F)(F)F)=O)=O